[Si](C1=CC=CC=C1)(C1=CC=CC=C1)(C(C)(C)C)OCCOCCOCCOCCN 2-[2-[2-[2-[tert-butyl(diphenyl)silyl]oxyethoxy]ethoxy]ethoxy]ethanamine